(R)-2-cyclopropyl-3-hydroxy-N-(3-methoxy-4-(N-(3-(trifluoromethoxy)phenyl)sulfamoyl)phenyl)propanamide C1(CC1)[C@@H](C(=O)NC1=CC(=C(C=C1)S(NC1=CC(=CC=C1)OC(F)(F)F)(=O)=O)OC)CO